trans-4-((3-(1-Iso-propyl-1H-pyrazol-4-yl)phenyl)((trans-4-(5-methoxy-6-methyl-pyridin-2-yl)cyclohexyl)methyl)carbamoyl)cyclohexyl 3-ethylazetidine-1-carboxylate C(C)C1CN(C1)C(=O)O[C@@H]1CC[C@H](CC1)C(N(C[C@@H]1CC[C@H](CC1)C1=NC(=C(C=C1)OC)C)C1=CC(=CC=C1)C=1C=NN(C1)C(C)C)=O